9,9-bis(2-carboxy-1-methylethyl)fluorene Methyl-(3S,6S,10aS)-6-((tert-butoxycarbonyl)amino)-5-oxodecahydropyrrolo[1,2-a]azocine-3-carboxylate COC(=O)[C@@H]1CC[C@H]2N1C([C@H](CCCC2)NC(=O)OC(C)(C)C)=O.C(=O)(O)CC(C)C2(C1=CC=CC=C1C=1C=CC=CC21)C(CC(=O)O)C